S(=O)(=O)(O)C1=CC=CC=2CC3=CC=CC(=C3OC12)S(=O)(=O)O 4,5-disulfoxanthen